2-chloro-N-[2-(4-cyanophenoxy)ethyl]-5-(3-cyclopropyl-phenoxy)pyridine-4-carboxamide ClC1=NC=C(C(=C1)C(=O)NCCOC1=CC=C(C=C1)C#N)OC1=CC(=CC=C1)C1CC1